3-(9-((4-(aminomethyl)benzyl)carbamoyl)-4,5-dihydrobenzo[b]thieno[2,3-d]oxepin-8-yl)-6-(propylcarbamoyl)picolinic acid NCC1=CC=C(CNC(=O)C2=CC3=C(OCCC4=C3SC=C4)C=C2C=2C(=NC(=CC2)C(NCCC)=O)C(=O)O)C=C1